ClC1=NN(C=C1N)C1CCN(CC1)CC 3-chloro-1-(1-ethylpiperidin-4-yl)-1H-pyrazol-4-amine